ClC1=C(C(=NC(=N1)SC)NCC)C(F)(F)F 6-chloro-N-ethyl-2-(methylthio)-5-(trifluoromethyl)pyrimidin-4-amine